(R)-3-(azetidin-1-yl)-N-(2-(3-fluoro-2-methoxyphenyl)propan-2-yl)-2-methylpropanamide N1(CCC1)C[C@H](C(=O)NC(C)(C)C1=C(C(=CC=C1)F)OC)C